N-(4-methyl-3-(2-((1-methyl-1H-pyrazol-3-yl)amino)-8,9-dihydroimidazo[1',2':1,6]pyrido[2,3-d]pyrimidin-6-yl)phenyl)-4-(trifluoromethyl)pyridineamide hydrochloride Cl.CC1=C(C=C(C=C1)NC(=O)C1=NC=CC(=C1)C(F)(F)F)C1=CC2=C(N=C(N=C2)NC2=NN(C=C2)C)N2C1=NCC2